S(=O)(=O)(C1=CC=C(C)C=C1)N=[N+]=[N-] Tosylazid